5-hydroxy-2-(4-hydroxyphenyl)-8,8-dimethyl-4H,8H-pyrano[2,3-f]chromen-4-one OC1=C2C(=C3C=CC(OC3=C1)(C)C)OC(=CC2=O)C2=CC=C(C=C2)O